CN1C(C(=CC(=C1)C)C(CNS(=O)(=O)CF)CO[C@@H]1CC[C@@H](CC1)C1=CC(=CC=C1)F)=O N-[2-(1,5-dimethyl-2-oxo-1,2-dihydropyridin-3-yl)-3-{[(CIS)-4-(3-fluorophenyl)cyclohexyl]oxy}propyl]-1-fluoromethane-sulfonamide